5-(2,4,6-trimethylphenyl)thianthrenium 2-{(1RS)-1-[3,3-dimethylcyclohexyl]ethoxy}-2-oxoethyl-propionate CC1(CC(CCC1)[C@@H](C)OC(COC(CC)=O)=O)C.CC1=C(C(=CC(=C1)C)C)[S+]1C=2C=CC=CC2SC2=CC=CC=C12 |r|